naphthalen-2-yl (phenyl) sulfone C1(=CC=CC=C1)S(=O)(=O)C1=CC2=CC=CC=C2C=C1